nitrogen chloride fluoride [N](F)Cl